[2-N-(2-Hydroxyacetyl)-1,3,4,5-tetrahydro-2-benzazepin-8-yl]-2-[4-([1,2,4]triazolo[1,5-a]pyridin-7-yl)phenyl]acetamide OCC(=O)N1CC2=C(CCC1)C=CC(=C2)C(C(=O)N)C2=CC=C(C=C2)C2=CC=1N(C=C2)N=CN1